7-chloro-3-(5-cyclopropyl-4-(4-methylpyridin-2-yl)isoxazol-3-yl)-1-isopropyl-1H-pyrazolo[4,3-c]pyridin-4-amine ClC=1C2=C(C(=NC1)N)C(=NN2C(C)C)C2=NOC(=C2C2=NC=CC(=C2)C)C2CC2